3-ethoxy-4-(((3E,7E)-4,8,12-trimethyltridec-3,7,11-trien-1-yl)oxy)benzaldehyde C(C)OC=1C=C(C=O)C=CC1OCC\C=C(\CC\C=C(\CCC=C(C)C)/C)/C